1-(4-chlorobenzyl)-N-((1R,2R)-1-(2,3-dihydrobenzo[b][1,4]dioxin-6-yl)-1-hydroxy-3-(pyrrolidin-1-yl)propan-2-yl)pyrrolidine-3-carboxamide ClC1=CC=C(CN2CC(CC2)C(=O)N[C@@H]([C@H](O)C2=CC3=C(OCCO3)C=C2)CN2CCCC2)C=C1